3-(4,4-difluorocyclohex-1-en-1-yl)-1-(tetrahydro-2H-pyran-2-yl)-1H-pyrazole FC1(CC=C(CC1)C1=NN(C=C1)C1OCCCC1)F